C(N)(=O)C1CNC1 3-carbamoylazetidine